2-(4-(3-chloro-4-fluorophenylsulfonyl)piperazin-1-yl)benzo[d]thiazole-6-carboxylic acid ClC=1C=C(C=CC1F)S(=O)(=O)N1CCN(CC1)C=1SC2=C(N1)C=CC(=C2)C(=O)O